C12COCC(CC1)N2C2=NC(=NC(=N2)N2CCOCC2)C2=CC=C(C=C2)NC(=O)NC=2C=C1C(OC(C1=CC2)=O)C2CC2 1-(4-(4-(3-oxa-8-azabicyclo[3.2.1]octan-8-yl)-6-morpholino-1,3,5-triazin-2-yl)phenyl)-3-(3-cyclopropyl-1-oxo-1,3-dihydroisobenzofuran-5-yl)urea